2-((1-(2-Chlorophenyl)-1H-pyrazol-3-yl)amino)-8-cyclopentyl-5-methylpyrido[2,3-d]pyrimidin-7(8H)-one ClC1=C(C=CC=C1)N1N=C(C=C1)NC=1N=CC2=C(N1)N(C(C=C2C)=O)C2CCCC2